3-(5-phenylmethoxycarbonyl-6,7-dihydro-4H-pyrazolo[1,5-a]pyrazin-2-yl)propanoic acid C1(=CC=CC=C1)COC(=O)N1CC=2N(CC1)N=C(C2)CCC(=O)O